2-(3-(1-acetylpiperidin-4-yl)propyl)-2-amino-6-boronohexanoic acid C(C)(=O)N1CCC(CC1)CCCC(C(=O)O)(CCCCB(O)O)N